NC=1C(=C(C=CC1)SC=1N=CC(=NC1)N1CCC(CC1)C)Cl 1-(5-((3-amino-2-chlorophenyl)thio)pyrazin-2-yl)-4-methylpiperidin